2-amino-3-(3-guanidinophenyl)propanoic acid NC(C(=O)O)CC1=CC(=CC=C1)NC(=N)N